C(C)OC=1C=C(C(=O)O)C=C(C1OCC)[N+](=O)[O-] 3,4-diethoxy-5-nitrobenzoic acid